(E)-N-(5-((4-(1H-pyrrolo[2,3-b]pyridin-1-yl)pyrimidin-2-yl)amino)-2-(dimethylamino)-4-methoxyphenyl)-4-(piperidin-1-yl)but-2-enamide N1(C=CC=2C1=NC=CC2)C2=NC(=NC=C2)NC=2C(=CC(=C(C2)NC(\C=C\CN2CCCCC2)=O)N(C)C)OC